4-fluoro-4-((2-(2-isopropylphenyl)-8-oxo-7,8-dihydro-9H-purin-9-yl)methyl)piperidine-1-carboxylic acid tert-butyl ester C(C)(C)(C)OC(=O)N1CCC(CC1)(CN1C2=NC(=NC=C2NC1=O)C1=C(C=CC=C1)C(C)C)F